3-(3-pyridyl)isoxazole N1=CC(=CC=C1)C1=NOC=C1